FC1=C2CCC(NC2=CC=C1C=1N=NN(C1NC(O[C@H](C)C=1C(=NC=CC1)Cl)=O)C)=O (R)-1-(2-chloropyridin-3-yl)ethyl (4-(5-fluoro-2-oxo-1,2,3,4-tetrahydroquinolin-6-yl)-1-methyl-1H-1,2,3-triazol-5-yl)carbamate